6-chloro-N-(2-(1-methyl-1H-pyrazol-3-yl)phenyl)pyrimidin-4-amine ClC1=CC(=NC=N1)NC1=C(C=CC=C1)C1=NN(C=C1)C